CCCCCCCCCCCCCCCCCO The molecule is a long-chain fatty alcohol that is heptadecane in which one of the terminal methyl hydrogens is replaced by a hydroxy group. It has a role as a plant metabolite. It is a long-chain primary fatty alcohol and a primary alcohol.